N1CCC(CC1)OC1=NC=CC2=C1CN(C2)C2=C(C(NN=C2)=O)C(F)(F)F 5-[4-(piperidin-4-yloxy)-1H,2H,3H-pyrrolo[3,4-c]pyridin-2-yl]-4-(trifluoromethyl)-2,3-dihydropyridazin-3-one